3-Methyl-5-pentyl-1,2,4-triazole CC1=NNC(=N1)CCCCC